ClC=1C=C(C=C(C1)F)C1=NC(=C2N1CC(C2O)(F)F)C(F)(F)F 3-(3-chloro-5-fluorophenyl)-6,6-difluoro-1-(trifluoromethyl)-6,7-dihydro-5H-pyrrolo[1,2-c]imidazol-7-ol